O1C(=CC=C1)C(=O)OC(C)(C)C Tert-butyl furan-2-carboxylate